4-hydroxymethyl-1,2,3-trimethyl-1,4,5,6-tetrahydropyrimidinium OCC1N(C([NH+](CC1)C)C)C